ClC1=CC=C(C=C1)C=1N=C2N(C=CC=C2)C1CN1CC2COCC(C1)N2C(=O)N2CCOCC2 (7-{[2-(4-Chlorophenyl)imidazo[1,2-a]pyridin-3-yl]methyl}-3-oxa-7,9-diazabicyclo[3.3.1]non-9-yl)(morpholin-4-yl)methanone